N1C=CC2=C1N=CC=C2C(=O)\N=C\2/SC(=CN2C2=C(C=CC=C2)Cl)C(=O)OC Methyl (Z)-2-((1H-pyrrolo[2,3-b]pyridine-4-carbonyl)imino)-3-(2-chlorophenyl)-2,3-dihydrothiazole-5-carboxylate